OC(COC=1C=C(C=2N(C1)N=CC2C#N)OC)(C)C 6-(2-hydroxy-2-methylpropyloxy)-4-methoxypyrazolo[1,5-a]pyridine-3-carbonitrile